8-(N-decyl-5-(dimethylamino)pentanamido)octadecenoic acid 3-pentyloxy ester CCC(CC)OOC(C=CCCCCC(CCCCCCCCCC)N(C(CCCCN(C)C)=O)CCCCCCCCCC)=O